C(C)(C)(C)N1CC(CC1=O)C(=O)NC1CC2(C1)CC(C2)C=2OC1=C(N2)C=C(C=C1)Cl 1-tert-butyl-N-[6-(5-chloro-1,3-benzoxazol-2-yl)spiro[3.3]heptan-2-yl]-5-oxo-pyrrolidine-3-carboxamide